(3-amino-4-methyl-phenyl)carbamate NC=1C=C(C=CC1C)NC([O-])=O